tert-butyl ((5-bromopyridin-3-yl)methyl)(ethyl-d5)carbamate BrC=1C=C(C=NC1)CN(C(OC(C)(C)C)=O)C(C([2H])([2H])[2H])([2H])[2H]